O=C([C@H](CC1=CC=CC=C1)NC(OC(C(F)(F)C1=CC(=CC=C1)Cl)C1CCCCC1)=O)N[C@H](C=O)C[C@H]1C(NCC1)=O 2-(3-chlorophenyl)-1-cyclohexyl-2,2-difluoroethyl ((S)-1-oxo-1-(((S)-1-oxo-3-((S)-2-oxopyrrolidin-3-yl) propan-2-yl)amino)-3-phenylpropan-2-yl)carbamate